Heptadecan-9-yl 8-((3-((tert-butoxycarbonyl)amino)propyl)amino)octanoate C(C)(C)(C)OC(=O)NCCCNCCCCCCCC(=O)OC(CCCCCCCC)CCCCCCCC